Bis(phenoxyphenyl)-dimethoxysilane O(C1=CC=CC=C1)C1=C(C=CC=C1)[Si](OC)(OC)C1=C(C=CC=C1)OC1=CC=CC=C1